FC1=C(C(=CC=C1C(=O)C1=CNC2=NC=C(C=C21)C2=C(C=C(C=C2)F)C)F)NS(=O)(=O)CCC N-(2,6-difluoro-3-(5-(4-fluoro-2-methylphenyl)-1H-pyrrolo[2,3-b]pyridine-3-carbonyl)phenyl)propane-1-sulfonamide